[PH3](=O)=[Te] phosphine oxide telluride